benzothiophene (2,2-Difluorocyclopropyl)methyl-(3R,4S)-3-{5-[4-amino-5-(trifluoromethyl)pyrrolo[2,1-f][1,2,4]triazin-7-yl]-2-methoxypyridin-3-amido}-4-fluoropyrrolidin-1-carboxylat FC1(C(C1)COC(=O)N1C[C@H]([C@H](C1)F)NC(=O)C=1C(=NC=C(C1)C1=CC(=C2C(=NC=NN21)N)C(F)(F)F)OC)F.S2C=CC1=C2C=CC=C1